(R)-N-(2-fluoro-3-hydroxy-3-methylbutyl)-4-(isopropylamino)-2-(2-methylthiazol-5-yl)thieno[2,3-b]pyridine-5-carboxamide F[C@H](CNC(=O)C=1C(=C2C(=NC1)SC(=C2)C2=CN=C(S2)C)NC(C)C)C(C)(C)O